N-methyl-4-(5-methyl-2-((1-methyl-1H-pyrazol-4-yl)amino)pyrimidin-4-yl)benzamide CNC(C1=CC=C(C=C1)C1=NC(=NC=C1C)NC=1C=NN(C1)C)=O